Tert-butyl (E)-(2-((4-(tert-butylcarbamoyl)-1H-pyrazol-1-yl)methyl)-3-fluoroallyl)carbamate C(C)(C)(C)NC(=O)C=1C=NN(C1)C\C(\CNC(OC(C)(C)C)=O)=C\F